ClC1=C(C=C(C=C1)NC(=O)N1C2CC(CC1(C2)C=2OC(=NN2)CO)C)C2=NN(C=N2)C N-(4-chloro-3-(1-methyl-1H-1,2,4-triazol-3-yl)phenyl)-1-(5-(hydroxymethyl)-1,3,4-oxadiazol-2-yl)-3-methyl-6-azabicyclo[3.1.1]heptane-6-carboxamide